4-(cis-4-(methoxycarbonyl)-3-methylpiperidin-1-yl)-4-oxobutanoic acid COC(=O)[C@@H]1[C@@H](CN(CC1)C(CCC(=O)O)=O)C